5-[6-({cis-3-[3-fluoro-5-(trifluoromethyl)pyridin-2-yl]cyclobutyl}oxy)pyridin-3-yl]isoxazol-3-ol FC=1C(=NC=C(C1)C(F)(F)F)[C@H]1C[C@H](C1)OC1=CC=C(C=N1)C1=CC(=NO1)O